C[C@@H]1CN(C(=CC1)C=1C=CC2=C(N=C(S2)C=2N(C=CN2)C)C1)C(=O)OC(C)(C)C (S)-tert-butyl 3-methyl-6-(2-(1-methyl-1H-imidazol-2-yl)benzo[d]thiazol-5-yl)-3,4-dihydropyridine-1(2H)-carboxylate